C(C)(=O)N1NC(CC1C1=CC=C(C=C1)OC)=C1C(N(C(N(C1=O)C)=O)C)=O 5-(1-acetyl-5-(4-methoxyphenyl)pyrazolidin-3-ylidene)-1,3-dimethylbarbituric acid